N,N'-bis-sulfamoyl-piperazine S(N)(=O)(=O)N1CCN(CC1)S(N)(=O)=O